CC1=NC2=CC=CC=C2C(=C1O)C1=CC=CC=C1 2-methyl-4-phenyl-3-hydroxyquinoline